(R)-1-methyl-4-(2,4,6-trimethoxyphenyl)-3-piperidinone (+)-dibenzoyl-D-tartarate C(C1=CC=CC=C1)(=O)[C@@]([C@@](C(=O)O)(O)C(C1=CC=CC=C1)=O)(O)C(=O)O.CN1CC([C@H](CC1)C1=C(C=C(C=C1OC)OC)OC)=O